3-(4-oxo-2H-pyrazolo[3,4-d]pyrimidin-1-yl)propanoate O=C1C=2C(=NC=N1)N(NC2)CCC(=O)[O-]